N-PHENYL-3-MERCAPTOPROPANAMIDE C1(=CC=CC=C1)NC(CCS)=O